5-(benzo[h]quinolin-4-ylmethyl)-4,4-dimethyl-3-phenyl-4,5-dihydroisoxazole N1=CC=C(C2=CC=C3C(=C12)C=CC=C3)CC3C(C(=NO3)C3=CC=CC=C3)(C)C